rac-(3S,4S,5R)-1-(4-methoxybenzyl)-5-(4-methoxyphenyl)-3-methyl-4-nitropyrrolidin-2-one COC1=CC=C(CN2C([C@H]([C@@H]([C@H]2C2=CC=C(C=C2)OC)[N+](=O)[O-])C)=O)C=C1 |r|